1-(2-azido-5-bromophenyl)-4-(but-3-ene-1-yl)piperidine N(=[N+]=[N-])C1=C(C=C(C=C1)Br)N1CCC(CC1)CCC=C